2-methoxy-ethanamine COCCN